4-[4-[6-chloro-4-(trifluoromethyl)-2-pyridinyl]-2-methyl-piperazin-1-yl]sulfonylaniline ClC1=CC(=CC(=N1)N1CC(N(CC1)S(=O)(=O)C1=CC=C(N)C=C1)C)C(F)(F)F